BrC1=C(C=NC(=C1F)N1CCC2(CC(C2)=O)CC1)C(=O)OC methyl 4-bromo-5-fluoro-6-{2-oxo-7-azaspiro[3.5]nonan-7-yl}pyridine-3-carboxylate